(Z)-4-(2-methylbenzylidene)-3-phenylisoxazol-5-one CC1=C(\C=C/2\C(=NOC2=O)C2=CC=CC=C2)C=CC=C1